(7R,14R)-11-(4-(diethylphosphoryl)-2-fluorophenyl)-1-(difluoromethoxy)-6,7-dihydro-7,14-methanobenzo[f]benzo[4,5]imidazo[1,2-a][1,4]diazocin-5(14H)-one C(C)P(=O)(CC)C1=CC(=C(C=C1)C1=CC2=C(N=C3N2[C@H]2C4=C(C(N[C@@H]3C2)=O)C=CC=C4OC(F)F)C=C1)F